CC1(OB(OC1C)C=1CCN(CC1)C(=O)OC(C)(C)C)C tert-butyl 4-(4,4,5-trimethyl-1,3,2-dioxaborolan-2-yl)-3,6-dihydropyridine-1(2H)-carboxylate